C(C)(C)(C)OC(CC[C@H]1N(CCN(C1)CCCC1=CC2=C(N(C(N2C)=O)C2C(NC(CC2)=O)=O)C=C1)C(=O)OCC1=CC=CC=C1)=O Benzyl (2R)-2-(3-tert-butoxy-3-oxo-propyl)-4-[3-[1-(2,6-dioxo-3-piperidyl)-3-methyl-2-oxo-benzimidazol-5-yl]propyl]piperazine-1-carboxylate